COC(=O)C=1N=NC(=CC1)COC 6-(methoxymethyl)pyridazine-3-carboxylic acid methyl ester